C(C)C=1C(=CC=C2C=C(C=C(C12)N1CC=2N=C(N=C(C2C1=O)N1CCOCCC1)OCC#C)O)F 6-(8-ethyl-7-fluoro-3-hydroxy-1-naphthyl)-4-(1,4-oxazepan-4-yl)-2-prop-2-ynoxy-7H-pyrrolo[3,4-d]pyrimidin-5-one